C(=O)OC1=C(C=CC(=C1)N1N=CC=N1)C=1N=C2N(C=CC(=N2)N2C[C@@H]3CNC[C@@H]3C2)C1 2-(7-((3aR,6aS)-hexahydropyrrolo[3,4-c]pyrrol-2(1H)-yl)imidazo[1,2-a]pyrimidin-2-yl)-5-(2H-1,2,3-triazol-2-yl)phenol formate